octamethyl-1,4-dioxacyclohexasilane C[Si]1([Si](O[Si]([Si](O1)(C)C)(C)C)(C)C)C